(s)-1-(3-(1-(hydroxymethyl)cyclopropylsulfonyl)phenoxy)-3-((R)-8-(1,3,3-trimethyl-2,3-dihydro-1H-pyrido[2,3-b][1,4]oxazin-6-ylsulfonyl)-1-oxa-8-azaspiro[4.5]decan-3-ylamino)propan-2-ol OCC1(CC1)S(=O)(=O)C=1C=C(OC[C@H](CN[C@H]2COC3(C2)CCN(CC3)S(=O)(=O)C=3C=CC2=C(OC(CN2C)(C)C)N3)O)C=CC1